ethyl 1-(3-chloro-6-(4,4-difluorobutyl)-5-iodopyrazin-2-yl)piperidine-4-carboxylate ClC=1C(=NC(=C(N1)I)CCCC(F)F)N1CCC(CC1)C(=O)OCC